1-(6-ethyl-2,6-dimethylcyclohex-3-en-1-yl)2-buten-1-one C(C)C1(CC=CC(C1C(C=CC)=O)C)C